ClC=1C(=C(C=CC1F)[C@@H](NS(=O)C(C)(C)C)[C@H]1[C@@H](C1)C(F)(F)F)F N-((S)-(3-chloro-2,4-difluorophenyl)-(trans-2-(trifluoromethyl)cyclopropyl)methyl)-2-methylpropane-2-sulfinamide